S1C=C(C=C1)C=1C2=CC=CC=C2N=C2C(=CC=CC12)F 9-(3-thienyl)-4-fluoroacridine